Propane-2-sulfonic acid {2-[6-amino-8-(6-ethynyl-benzo[1,3]dioxol-5-ylsulfanyl)-purin-9-yl]-ethyl}-amide NC1=C2N=C(N(C2=NC=N1)CCNS(=O)(=O)C(C)C)SC1=CC2=C(OCO2)C=C1C#C